Methyl (2R)-3-(4-aminophenyl)-2-propanamidopropanoate NC1=CC=C(C=C1)C[C@H](C(=O)OC)NC(CC)=O